1-(3,5-Diisopropyl-4-((triisopropylsilyl)oxy)phenyl)ethan-1-one C(C)(C)C=1C=C(C=C(C1O[Si](C(C)C)(C(C)C)C(C)C)C(C)C)C(C)=O